isopropyl 5-hydroxy-4-(hydroxymethyl)pentanoate OCC(CCC(=O)OC(C)C)CO